ClC=1C=CC(=C(C1)S(=O)(=O)NC1=C(C(=C(C=C1)F)I)F)OC 5-chloro-N-(2,4-difluoro-3-iodophenyl)-2-methoxybenzenesulfonamide